C(C1=CC=CC=C1)OCCOC1CCN(CC1)C(=O)OC(C)(C)C tert-butyl 4-[2-(benzyloxy)ethoxy]piperidine-1-carboxylate